1-bromo-2,7-dimethylnaphthalene BrC1=C(C=CC2=CC=C(C=C12)C)C